2-((1R,5S)-3-azabicyclo[3.2.0]heptan-3-yl)-N-(3-sulfamoyl-phenyl)-5-(trifluoro-methyl)-pyridine-3-carboxamide [C@@H]12CN(C[C@H]2CC1)C1=NC=C(C=C1C(=O)NC1=CC(=CC=C1)S(N)(=O)=O)C(F)(F)F